N-(3-{5-[(R)-(1,3-Dimethyl-azetidin-3-yl)-hydroxy-(4-isopropyl-phenyl)-methyl]-pyridazin-3-yl}-1,1-dimethyl-prop-2-ynyl)-acetamide CN1CC(C1)(C)[C@@](C=1C=C(N=NC1)C#CC(C)(C)NC(C)=O)(C1=CC=C(C=C1)C(C)C)O